C(C)(C)(C)C=1OCCC=NC1 tert-butyl-6,7-dihydro-1,4-oxazepine